CS(=O)(=O)OC1CC2(CN(C2)C(=O)OC(C)(C)C)C1 Tert-butyl 6-((methyl sulfonyl)oxy)-2-azaspiro[3.3]heptane-2-carboxylate